C(CC/C=C\\C/C=C\\C/C=C\\C=C\\C(CCCC(=O)[O-])O)CCO The molecule is an icosanoid anion that is the conjugate base of 5,20-DiHETE, arising from deprotonation of the carboxylic acid function; major species at pH 7.3. It is an icosanoid anion, an omega-hydroxy fatty acid anion, a polyunsaturated fatty acid anion, a long-chain fatty acid anion and a dihydroxyicosatetraenoate. It is a conjugate base of a 5,20-DiHETE.